FC(C=1C=NC(=NC1)C1=CC=C2C(NC(NC2=C1)=O)=O)(F)F 7-[5-(trifluoromethyl)pyrimidin-2-yl]-1H-quinazoline-2,4-dione